2-n-pentylnonanol C(CCCC)C(CO)CCCCCCC